BrC1=CC=CN2C(=C(C=C12)C#CCNC1=C(C=C(C(=O)NC[C@H](C)O)C=C1)OC)SC(F)(F)F 4-[(3-{8-bromo-3-[(trifluoromethyl)sulfanyl]indolizin-2-yl}prop-2-yn-1-yl)amino]-N-[(2S)-2-hydroxypropyl]-3-methoxybenzamide